ClC=1C=C(C=C(C(=O)NCC(CO)O)C1)C(=O)NCC(CO)O 5-chloro-N1,N3-Bis(2,3-dihydroxypropyl)isophthalamide